(3,3-difluoroazetidin-1-yl)(5-methyl-6-(3-((1-methyl-1H-pyrazol-5-yl)amino)-7,8-dihydro-1,6-naphthyridin-6(5H)-yl)pyridazin-3-yl)methanone FC1(CN(C1)C(=O)C=1N=NC(=C(C1)C)N1CC=2C=C(C=NC2CC1)NC1=CC=NN1C)F